1-(3,3-dimethyl-cyclohexa-1,4-dien-1-yl)ethan-1-one CC1(C=C(CC=C1)C(C)=O)C